Alpha-(2-pyridylmethyl)-proline N1=C(C=CC=C1)C[C@@]1(NCCC1)C(=O)O